CC1(CB(CC1(C)C)C1=C2C(=NC=C1)C=NO2)C 7-(3,3,4,4-tetramethylborolan-1-yl)isoxazolo[4,5-b]pyridine